methyl-(trifluoromethyl)carbamic acid tert-butyl ester C(C)(C)(C)OC(N(C(F)(F)F)C)=O